C(C)OC1=CN=CC(=N1)C=1C=CC(=NC1)C(=O)N1[C@H](CCC1)C1=NC(=NC=C1)C1(CC1)S(=O)(=O)N [4-[(2R)-1-[5-(6-ethoxypyrazin-2-yl)pyridine-2-carbonyl]pyrrolidin-2-yl]pyrimidin-2-yl]cyclopropanesulfonamide